N1(C=CC=2C1=NC=CC2)C2=NC(=NC=C2)NC=2C(=CC(=C(C2)NC(\C=C\CN(C)C)=O)F)OC (E)-N-(5-((4-(1H-pyrrolo[2,3-b]pyridin-1-yl)pyrimidin-2-yl)amino)-2-fluoro-4-methoxyphenyl)-4-(dimethylamino)but-2-enamide